2,5-dibromo-3-fluoro-pyridine BrC1=NC=C(C=C1F)Br